7-(piperidin-3-ylamino)-2,6-naphthyridine-3-carbonitrile N1CC(CCC1)NC1=NC=C2C=C(N=CC2=C1)C#N